BrC=1C=C(C(=CC1F)N)N 4-bromo-5-fluoro-benzene-1,2-diamine